(9E,11E)-9,11-Tetradecadien-1-ol acetate C(C)(=O)OCCCCCCCC\C=C\C=C\CC